BrC(C=O)=CN(C)C 2-BROMO-3-DIMETHYLAMINOACROLEIN